Cl.S1C=NC(=C1)C#N 1,3-thiazole-4-carbonitrile hydrochloride